C(CC)C1(C(=CC=C1)C)[Hf]C1(C(=CC=C1)C)CCC Bis(1-n-propyl-2-methylcyclopentadienyl)hafnium